CC1=C(C=NN1C=1NC(C2=C(N1)CCC2)=O)C=O 5-methyl-1-{4-oxo-3H,4H,5H,6H,7H-cyclopenta[d]pyrimidin-2-yl}-1H-pyrazole-4-carbaldehyde